BrC1=CC2=C(N=C(O2)C)C(=C1)C 6-bromo-2,4-dimethyl-1,3-benzoxazole